S1C=NC2=C1C1=C(C=C2)C=CC=C1 benzbenzothiazole